C(C)(=O)ON=C(C1=C(C=CC=C1)C)C=1C=C2C=3C=C(C=CC3N(C2=CC1)CC)CC(CCCC)=O 1-[9-ethyl-6-(2-methylbenzoyl)-9H-carbazol-3-yl]hexanone 1-(O-acetyl oxime)